CC1(OBOC1(C)C)C 4,4,5,5-tetramethyl-[1,3,2]Dioxaborolane